2,2,2-trifluoroethylnonafluorobutanesulfonate FC(COS(=O)(=O)C(C(C(C(F)(F)F)(F)F)(F)F)(F)F)(F)F